C1=CC=C2C(C(=[N+]=[N-])C=CC2=C1)O diazonaphthol